propylbis(trimethylsiloxy)METHYLSILANE methyl-2-{4-[3-(tert-butoxy)-3-oxopropyl]benzoyl}-4-(4-fluorophenyl)butanoate COC(C(CCC1=CC=C(C=C1)F)C(C1=CC=C(C=C1)CCC(=O)OC(C)(C)C)=O)=O.C(CC)[SiH2]C(O[Si](C)(C)C)O[Si](C)(C)C